5-bromo-2-tert-butyl-3-chloro-6-methyl-pyridine BrC=1C=C(C(=NC1C)C(C)(C)C)Cl